tert-butyl-[(3S)-3-(6-chloro-3-trimethylstannyl-pyrazolo[4,3-c]pyridin-1-yl)butoxy]-dimethyl-silane C(C)(C)(C)[Si](C)(C)OCC[C@H](C)N1N=C(C=2C=NC(=CC21)Cl)[Sn](C)(C)C